6-(difluoromethoxy)-5-fluoro-N-[(5-fluoro-4-methylpyridin-3-yl)methyl]pyridine-3-carboxamide FC(OC1=C(C=C(C=N1)C(=O)NCC=1C=NC=C(C1C)F)F)F